(S)-1-(((2-oxo-4-(o-tolyl)-2H-chromen-7-yl)methyl)carbamoyl)piperidine-3-carboxylic acid O=C1OC2=CC(=CC=C2C(=C1)C1=C(C=CC=C1)C)CNC(=O)N1C[C@H](CCC1)C(=O)O